3-(1H-indol-5-yl)-1-(3-{[(1H-indol-5-yl)carbamoyl]amino}phenyl)urea N1C=CC2=CC(=CC=C12)NC(NC1=CC(=CC=C1)NC(NC=1C=C2C=CNC2=CC1)=O)=O